7,7-difluoro-5-phenyl-N-[rac-(3S)-5-methyl-4-oxo-2,3-dihydro-1,5-benzoxazepin-3-yl]-5,6-dihydropyrrolo[1,2-b][1,2,4]triazole-2-carboxamide FC1(CC(N2N=C(N=C21)C(=O)N[C@H]2COC1=C(N(C2=O)C)C=CC=C1)C1=CC=CC=C1)F |r|